2-(5-methylhexahydropyrrolo[3,4-c]pyrrol-2(1H)-yl)pyridin CN1CC2C(C1)CN(C2)C2=NC=CC=C2